Dibutoxyheptadecenyl methoxymethyl ether COCOC=CCCCCCCCCCCCCCCC(OCCCC)OCCCC